C(C)(C)(C)[Si](OC=1C(=CC2=CN(N=C2C1)C)[N+](=O)[O-])(C)C tert-butyl-dimethyl-(2-methyl-5-nitro-indazol-6-yl)oxy-silane